1-((1H-Pyrazolo[3,4-b]pyridin-5-yl)methyl)-3-methyl-N-(5-(trifluoromethyl)pyridin-3-yl)indolin-6-carboxamid N1N=CC=2C1=NC=C(C2)CN2CC(C1=CC=C(C=C21)C(=O)NC=2C=NC=C(C2)C(F)(F)F)C